C(C)OC1CN(C1)C1C(CCCC1)NC=1C=C2CN(C(C2=CC1)=O)C1C(NC(CC1)=O)=O 3-(5-((2-(3-ethoxyazetidin-1-yl)cyclohexyl)amino)-1-oxoisoindolin-2-yl)piperidine-2,6-dione